potassium benzenesulfonyl peroxydisulfate S(=O)(=O)(OS(=O)(=O)C1=CC=CC=C1)OOS(=O)(=O)[O-].[K+]